1-(1-methyl-1H-pyrazol-4-yl)-4-phenyl-5,7-dihydro-6H-pyrrolo[3,4-d]pyridazine-6-carbonitrile CN1N=CC(=C1)C1=NN=C(C2=C1CN(C2)C#N)C2=CC=CC=C2